ClC1=C(C=C(C=C1)NC(=O)C1=CC=2C(=NC=C(C2)C2=CC=NC=C2)S1)S(N(CC)CC)(=O)=O N-[4-chloro-3-(N,N-diethylsulfamoyl)phenyl]-5-(pyridin-4-yl)-thieno[2,3-b]pyridine-2-carboxamide